ClC=1C=C(C(=O)NC2CCC23CCN(CC3)CCC(C)(C)C)C=C(C1)Cl 3,5-dichloro-N-(7-(3,3-dimethylbutyl)-7-azaspiro[3.5]non-1-yl)benzamide